C1(=C(C=CC=C1)C1=NC(=NC(=N1)Cl)C1=CC(=CC=C1)[Si](C1=CC=CC=C1)(C1=CC=CC=C1)C1=CC=CC=C1)C1=CC=CC=C1 ([1,1'-biphenyl]-2-yl)-4-chloro-6-(3-(triphenylsilyl)phenyl)-1,3,5-triazine